CS(=O)(=O)OCCCCCC1=C2CN(C(C2=CC=C1)=O)C1C(NC(CC1)=O)=O 5-(2-(2,6-dioxopiperidin-3-yl)-1-oxo Isoindolin-4-yl)pentyl methanesulfonate